7-((5-((3r,4r)-4-fluoro-3-hydroxypiperidin-1-yl)pyridin-2-yl)amino)-4-(imidazo[1,2-a]pyrazin-3-yl)-1-oxoisoindoline-2-carboxylic acid tert-butyl ester C(C)(C)(C)OC(=O)N1C(C2=C(C=CC(=C2C1)C1=CN=C2N1C=CN=C2)NC2=NC=C(C=C2)N2C[C@H]([C@@H](CC2)F)O)=O